ClC1=CC=C(C=C1)C1=NC(=NC(=C1)C1=CC=C(C=C1)C1=CC=C(C=C1)C1=NC(=NC(=C1)C1=CC=CC=C1)C1=CC=CC=C1)C1=CC=CC=C1 4-(4-chlorophenyl)-6-(4'-(2,6-diphenylpyrimidin-4-yl)-[1,1'-biphenyl]-4-yl)-2-phenylpyrimidine